3-(4,4,5-Trifluoro-3,3-dimethyl-3,4-dihydroisochinolin-1-yl)chinolin FC1(C(N=C(C2=CC=CC(=C12)F)C=1C=NC2=CC=CC=C2C1)(C)C)F